C(#N)C(NC(=O)[C@@H]1[C@H]2C([C@H]2CN1C([C@H](C(C)(C)C)NC(C(F)(F)F)=O)=O)(C)C)C=1C=NC=C2C=CC=NC12 (1R,2S,5S)-N-(cyano(1,6-naphthyridin-8-yl)methyl)-3-((S)-3,3-dimethyl-2-(2,2,2-trifluoroacetamido)butanoyl)-6,6-dimethyl-3-azabicyclo[3.1.0]hexane-2-carboxamide